C(#N)C(NC(=O)C1=C(N=C(S1)NCC)CC)C=1SC=CC1 N-[cyano(thiophene-2-yl)methyl]-4-ethyl-2-(ethylamino)-1,3-thiazole-5-carboxamide